CC1N(CCCC1)C1=CC=CC(=N1)S(=O)(=O)NC(=O)C=1C(=NC=CC1)N1C(CC(C1)C)(C)C N-[[6-(2-Methyl-1-piperidyl)-2-pyridyl]sulfonyl]-2-(2,2,4-trimethylpyrrolidin-1-yl)pyridin-3-carboxamid